3,3-dicyclopropyl-N-[4-(3,5-dimethyl-1H-pyrazol-4-yl)phenyl]-2-(5-methyl-4-phenyl-1H-imidazol-2-yl)propanamide C1(CC1)C(C(C(=O)NC1=CC=C(C=C1)C=1C(=NNC1C)C)C=1NC(=C(N1)C1=CC=CC=C1)C)C1CC1